1-(4-chlorophenyl)-2-iodoethan-1-one ClC1=CC=C(C=C1)C(CI)=O